C(\C=C\C(=O)OC1CCCCCCC1)(=O)OCC(=O)OC(C)(C)C 2-(tert-butoxy)-2-oxoethyl cyclooctyl fumarate